4-chloro-N-(8,9-difluoro-6-oxo-1,4,5,6-tetrahydro-2H-pyrano[3,4-c]isoquinolin-1-yl)-N-methyl-1H-indole-2-carboxamide ClC1=C2C=C(NC2=CC=C1)C(=O)N(C)C1COCC=2NC(C=3C=C(C(=CC3C21)F)F)=O